C(C)OC([C@H](C)OC1=C(C=C(C=C1)Br)C1=NOCC1OCCCC)=O.CN1CC=C(C2=CC=CC=C12)C1=CC=C(C=C1)C(C)(C)C 1-methyl-4-(4-tertiary butyl-phenyl)quinoline ethyl-(2S)-2-(4-bromo-2-(4-butoxy-4,5-dihydroisoxazol-3-yl)phenoxy)propanoate